2-[[tert-butoxycarbonyl-[3-ethylsulfonyl-6-(trifluoromethyl)pyrazolo[1,5-a]pyridin-2-yl]amino]methyl]-5-(trifluoromethyl)pyridine-3-carboxylate C(C)(C)(C)OC(=O)N(C1=NN2C(C=CC(=C2)C(F)(F)F)=C1S(=O)(=O)CC)CC1=NC=C(C=C1C(=O)[O-])C(F)(F)F